3,3-difluoro-2,2-dimethyl-1-(9-methyl-3,5-dihydro-2H-pyrido[3,4-f][1,4]oxazepin-4-yl)propan-1-one FC(C(C(=O)N1CCOC2=C(C1)C=NC=C2C)(C)C)F